N1(CCC1)C1=NC(=CC2=CN=C(C=C12)Cl)C1=C(C(=CC(=C1Cl)OC)OC)Cl 1-(azetidin-1-yl)-7-chloro-3-(2,6-dichloro-3,5-dimethoxyphenyl)-2,6-naphthyridine